C(C(CCS)S)S 1,2,4-butanetrithiol